CN1C2=C(C=3C=CC(=CC13)C=1C=CC(=NC1)OC1CC(C1)OC1CCC(CC1)N)C=NC=C2 (1R,4r)-4-((1r,3R)-3-((5-(5-methyl-5H-pyrido[4,3-b]indol-7-yl)pyridin-2-yl)oxy)cyclobutoxy)cyclohexan-1-amine